5,5-difluoropiperidine FC1(CCCNC1)F